C1CCC2=C(C=3CCCC3C=C12)NC(=O)N[C@@H](C(=O)O)CC1=CC=CC=C1 (2R)-2-{[(1,2,3,5,6,7-hexahydro-s-indacen-4-yl)carbamoyl]amino}-3-phenylpropanoic acid